(3-fluorophenyl)-1-(5-(isopropylthio)-4-(4-(trifluoromethyl)cyclohex-1-en-1-yl)thiazol-2-yl)-3-methyl-1H-pyrazole-5-carboxylic acid FC=1C=C(C=CC1)C=1C(=NN(C1C(=O)O)C=1SC(=C(N1)C1=CCC(CC1)C(F)(F)F)SC(C)C)C